CN1N=C(C(=C1C)C=1C=NN2C1C=C(C=C2)N2N=CC(=C2)C(=O)OCC)C(F)(F)F ethyl 1-[3-[1,5-dimethyl-3-(trifluoromethyl)pyrazol-4-yl]pyrazolo[1,5-a]pyridin-5-yl]pyrazole-4-carboxylate